3-(2-Chloro-3-(1,3-benzodioxan-5-yl)anilino)benzisothiazole ClC1=C(NC2=NSC3=C2C=CC=C3)C=CC=C1C1=CC=CC=3OCOCC31